(S)-ethyl 2-(4-(2-(2-oxo-4-((1-(pyridin-2-yl)ethyl)amino)-1,2-dihydroquinolin-3-yl)-1H-benzo[d]imidazol-6-yl)-1H-pyrazol-1-yl)acetate O=C1NC2=CC=CC=C2C(=C1C1=NC2=C(N1)C=C(C=C2)C=2C=NN(C2)CC(=O)OCC)N[C@@H](C)C2=NC=CC=C2